trans-N1-(2-Hydroxyethyl)-N4-((trans-4-(4-methoxy-3-methylphenyl)cyclohexyl)methyl)-N4-(3-(2-methoxythiazol-5-yl)phenyl)cyclohexane-1,4-dicarboxamide OCCNC(=O)[C@@H]1CC[C@H](CC1)C(=O)N(C1=CC(=CC=C1)C1=CN=C(S1)OC)C[C@@H]1CC[C@H](CC1)C1=CC(=C(C=C1)OC)C